CN(C(C(=O)O)=CCC)C dimethyl-ethyl-aminoacrylic acid